rac-5-[(2,4-dimethylphenyl)methyl]-3-[6-(2-methoxyethylsulfanyl)-5-methyl-3-[3-(trifluoromethyl)phenoxy]pyridazin-4-yl]-5,6-dihydro-4H-1,2,4-oxadiazine CC1=C(C=CC(=C1)C)C[C@H]1NC(=NOC1)C1=C(N=NC(=C1C)SCCOC)OC1=CC(=CC=C1)C(F)(F)F |r|